CC1(N(CCC1)CC(=O)NC=1C=C(C(=NC1)C)NC(=O)C=1C=C2C(=NC1)NC(=C2)C=2C=NN(C2)C)C N-(5-(2-(2,2-dimethylpyrrolidin-1-yl)acetamido)-2-methylpyridin-3-yl)-2-(1-methyl-1H-pyrazol-4-yl)-1H-pyrrolo[2,3-b]pyridine-5-carboxamide